ClC1=C(C=CC(=C1)Cl)C1=NC(=C2C(=N1)N(N=C2)C2=CC=CC=C2)NC(=O)C=2SC(=CC2)[N+](=O)[O-] N-(6-(2,4-dichlorophenyl)-1-phenyl-1H-pyrazolo[3,4-d]pyrimidin-4-yl)-5-nitrothiophene-carboxamide